Cl.C(C)(=O)C=1C=CC2=C(N(C(C(N2C)=O)=O)C2CCNCC2)N1 6-acetyl-1-methyl-4-(piperidin-4-yl)-1,4-dihydropyrido[2,3-b]pyrazine-2,3-dione hydrochloride